dichloro(mesitylene) ruthenium [Ru].ClC1=C(C(=C(C=C1C)C)Cl)C